ethyl 2-(3-(4-amino-2,5-difluorophenyl)-2-(2,6-diethylphenyl)-2,4,6,7-tetrahydro-5H-pyrazolo[4,3-c]pyridin-5-yl)-2-phenylacetate NC1=CC(=C(C=C1F)C=1N(N=C2C1CN(CC2)C(C(=O)OCC)C2=CC=CC=C2)C2=C(C=CC=C2CC)CC)F